C1(CCCCC1)C1=C(OC2(CC2)C(=O)NS(=O)(=O)C2=CC=CC(=N2)N2CCC(CC2)(C)NC(OC(C)(C)C)=O)C(=CC=C1)C Tert-butyl (1-(6-(N-(1-(2-cyclohexyl-6-methylphenoxy) cyclopropanecarbonyl)sulfamoyl)pyridin-2-yl)-4-methylpiperidin-4-yl)carbamate